C[Si](CCOCN1N=CC(=C1)OCC(C(=O)OC)=C)(C)C methyl 2-(((1-((2-(trimethylsilyl)ethoxy)methyl)-1H-pyrazol-4-yl)oxy)methyl)acrylate